CC1=C(C=C(C=C1)[N+](=O)[O-])S(=O)(=O)NCCC=1C=C(C(=O)OC(C)(C)C)C=CC1 tert-butyl 3-[2-[(2-methyl-5-nitro-phenyl)sulfonylamino]ethyl]benzoate